5-bromo-4-fluoro-2-methylbenzothioamide BrC=1C(=CC(=C(C(N)=S)C1)C)F